4-bromo-1-(cyclohexylmethyl)-5-ethyl-1H-pyrazole BrC=1C=NN(C1CC)CC1CCCCC1